2-[(4-Ethoxycarbonylmethyl-6-morpholin-4-yl-pyrimidin-2-yl)-amino]-4-methyl-5-thiazolecarboxylic acid ethyl ester C(C)OC(=O)C1=C(N=C(S1)NC1=NC(=CC(=N1)CC(=O)OCC)N1CCOCC1)C